2-((2R,3R)-3-aminotetrahydro-2H-pyran-2-yl)-N-benzyl-3-bromo-5-chlorothieno[3,2-b]pyridin-7-amine N[C@H]1[C@@H](OCCC1)C1=C(C2=NC(=CC(=C2S1)NCC1=CC=CC=C1)Cl)Br